CC1=CC(=NN1C1=CC=C(C=C1)OC(F)(F)F)N1CCN(CC1)CCN1CCS(CC1)(=O)=NC(OCC1=CC=CC=C1)=O benzyl N-[4-[2-[4-[5-methyl-1-[4-(trifluoromethoxy)phenyl] pyrazol-3-yl]piperazin-1-yl]ethyl]-1-oxo-1,4-thiazinan-1-ylidene]carbamate